NC=1C2=C(N=CN1)N(C=C2C(=O)NC2=CC=C(C=C2)COC)C2(CC2)CF 4-amino-7-(1-(fluoromethyl)cyclopropyl)-N-(4-(methoxymethyl)phenyl)-7H-pyrrolo[2,3-d]pyrimidine-5-carboxamide